BrC1=C(C(=O)OC)C=C(C=C1C(F)(F)F)NC1=NC=C(C(=N1)NC(CC)CC)C methyl 2-bromo-5-[[4-(1-ethylpropylamino)-5-methyl-pyrimidin-2-yl]amino]-3-(trifluoromethyl)benzoate